5-((4-(2-(4-chlorophenoxy)acetyl)piperazine-1-yl)sulfonyl)indoline-2,3-dione ClC1=CC=C(OCC(=O)N2CCN(CC2)S(=O)(=O)C=2C=C3C(C(NC3=CC2)=O)=O)C=C1